(4S)-4-methyl-3-{2-[(4,5,6,7-tetrahydropyrazolo[1,5-a]pyridin-3-yl)amino]quinazolin-7-yl}-1,3-oxazolidin-2-one C[C@@H]1N(C(OC1)=O)C1=CC=C2C=NC(=NC2=C1)NC=1C=NN2C1CCCC2